BrC1=CC(=C(C(=O)NC2=NC(=NC(=C2)C)C2CCC(CC2)(F)F)C=C1)C1=CCC2(CC2)CC1 4-bromo-N-[2-(4,4-difluorocyclohexyl)-6-methylpyrimidin-4-yl]-2-{spiro[2.5]oct-5-en-6-yl}benzamide